C(C)(C)[Si](OCC1=CC=C(C(=O)O)C=C1)(C(C)C)C(C)C 4-(((triisopropylsilyl)oxy)methyl)benzoic acid